FC(C1=CN=C2N1N=C(C=C2)C2=CNC=1N=C(N=CC12)NCC)F 5-(3-(difluoromethyl)imidazo[1,2-b]pyridazin-6-yl)-N-ethyl-7H-pyrrolo[2,3-d]pyrimidin-2-amine